C1(=CC=C(C=C1)SC1=C(C#N)C=CC=C1C#N)C (p-tolylthio)isophthalonitrile